({[(2R,3R,4S,5R)-5-[6-(benzylamino)-2-chloro-9H-purin-9-yl]-4-fluoro-3-hydroxyoxocyclopent-2-yl]methoxy}methyl)phosphonic acid C(C1=CC=CC=C1)NC1=C2N=CN(C2=NC(=N1)Cl)[C@H]1[C@@H]([C@@H]([C@H](C1=O)COCP(O)(O)=O)O)F